C(#N)C=1C=C(C=CC1F)NC(=O)C=1C(=C(N2CCCC12)C(C(=O)NC1(CC(C1)(F)F)C(NC)=O)=O)C N-(3-cyano-4-fluorophenyl)-5-(2-((3,3-difluoro-1-(methylcarbamoyl)cyclobutyl)amino)-2-oxoacetyl)-6-methyl-2,3-dihydro-1H-pyrrolizine-7-carboxamide